methyl-1,3-dithiolane CC1SCCS1